(S)-N-(4'-(6-(2-amino-2-oxoethyl)-2,3,9-trimethyl-6H-thieno[3,2-f][1,2,4]triazolo[4,3-a][1,4]diazepin-4-yl)-[1,1'-biphenyl]-3-yl)benzofuran-2-carboxamide NC(C[C@H]1C=2N(C3=C(C(=N1)C1=CC=C(C=C1)C1=CC(=CC=C1)NC(=O)C=1OC4=C(C1)C=CC=C4)C(=C(S3)C)C)C(=NN2)C)=O